tert-butyl (S)-6-(cyclopropylamino)-7-(4-fluorobenzyl)-2-methyl-2,3-dihydro-1H-pyrido[2,3-b][1,4]oxazine-1-carboxylate C1(CC1)NC=1C(=CC2=C(OC[C@@H](N2C(=O)OC(C)(C)C)C)N1)CC1=CC=C(C=C1)F